methyl 2-benzyl-3-(5-bromo-4-(3,4-dichlorophenyl)thiazol-2-ylamino)propanoate C(C1=CC=CC=C1)C(C(=O)OC)CNC=1SC(=C(N1)C1=CC(=C(C=C1)Cl)Cl)Br